tert-Butyl 4-(5-((4-((4-(acetamidomethyl)piperidin-1-yl)methyl)-6-(3,5-dichlorophenyl)pyridin-2-yl)oxy)pyridin-2-yl)-1,4-diazepane-1-carboxylate C(C)(=O)NCC1CCN(CC1)CC1=CC(=NC(=C1)C1=CC(=CC(=C1)Cl)Cl)OC=1C=CC(=NC1)N1CCN(CCC1)C(=O)OC(C)(C)C